O1C=CN=CC=NC=CN=CC=NC=CN=CC=C1 oxa[4,7,10,13,16]pentaazacyclononadecine